C1CCC2=CC=CC=C12 (S)-2,3-dihydro-1H-inden